FC(OC=1C=C(C=CC1)N1N=C(C2=CC(=CC=C12)C(=O)NC1(CS(C1)(=O)=O)C)C(C(F)(F)F)O)F 1-(3-(difluoromethoxy)phenyl)-N-(3-methyl-1,1-dioxidothietan-3-yl)-3-(2,2,2-trifluoro-1-hydroxyethyl)-1H-indazole-5-carboxamide